BrC=1N=C(SC1[N+](=O)[O-])C1=C(C(=CC(=C1)NCCCC)C1=CC=CC=C1)C(=O)N (4-bromo-5-nitrothiazol-2-yl)-5-(butylamino)-[1,1'-biphenyl]-2-carboxamide